BrC1=CC(=CCN1CC1CCOCC1)CN1C[C@@H](O[C@@H](C1)C)C 6-Bromo-4-(((2S,6R)-2,6-dimethylmorpholino)methyl)-N-((tetrahydro-2H-pyran-4-yl)methyl)pyridin